4-(5-chloro-6-methyl-1H-indazol-4-yl)-7-(((S)-1-methylpyrrolidin-2-yl)methoxy)-9-(piperazin-1-yl)furo[2,3-f]quinazoline ClC=1C(=C2C=NNC2=CC1C)C1=C2C(=C3C(=NC(=NC3=C1)OC[C@H]1N(CCC1)C)N1CCNCC1)OC=C2